(R)-(+)-1-(2,4-difluorophenyl)ethylamine hydrochloride Cl.FC1=C(C=CC(=C1)F)[C@@H](C)N